2-isopropyl-1H-benzoimidazole-4-carboxylic acid {1-[1-(2-fluoro-phenylcarbamoyl)piperidin-4-ylmethyl]piperidin-4-ylmethyl}-amide FC1=C(C=CC=C1)NC(=O)N1CCC(CC1)CN1CCC(CC1)CNC(=O)C1=CC=CC=2NC(=NC21)C(C)C